(E)-6-(4-(trifluoromethyl)phenyl)imidazo[2,1-b]thiazole-5-carbaldehyde O-(3,4-dichlorobenzyl) oxime ClC=1C=C(CO\N=C\C2=C(N=C3SC=CN32)C3=CC=C(C=C3)C(F)(F)F)C=CC1Cl